4-chloro-3-(trifluoromethylsulfonyl)benzene-1-sulfonamide ClC1=C(C=C(C=C1)S(=O)(=O)N)S(=O)(=O)C(F)(F)F